NC=1C(=NC(=C(N1)C=1OC=CN1)C=1C=CC=2N(C1)C(=CN2)C)C(=O)NCC2CN(C(C2)=O)C 3-amino-N-((1-methyl-5-oxopyrrolidin-3-yl)methyl)-6-(3-methylimidazo[1,2-a]pyridin-6-yl)-5-(oxazol-2-yl)pyrazine-2-carboxamide